NCCCN1CCN(CC1)CCCNC(=O)C1CCC(CC1)C(=O)OCC1=CC=CC=C1 benzyl (1s,4s)-4-((3-(4-(3-aminopropyl)piperazin-1-yl)propyl)carbamoyl)cyclohexane-1-carboxylate